ClC=1C(=NC=C(C1)Cl)OC1CCC2(C(NC3=CC=C(C=C23)CO)=O)CC1 cis-4-[(3,5-dichloro-2-pyridyl)oxy]-5'-(hydroxymethyl)spiro[cyclohexane-1,3'-indoline]-2'-one